4-(3-fluorophenyl)-1-(5-(isopropylsulfanyl)-4-(4-(5-methyl-1,3,4-oxadiazol-2-yl)phenyl)thiazol-2-yl)-3-methyl-1H-pyrazole-5-carboxylic acid FC=1C=C(C=CC1)C=1C(=NN(C1C(=O)O)C=1SC(=C(N1)C1=CC=C(C=C1)C=1OC(=NN1)C)SC(C)C)C